NC=1N(N=C2C=CC(=CC12)C=1C(C(=CN2C=CC(=CC12)C1CC1)C1=CC2=C(N(N=C2C=C1)C)N)=O)C 1,3-bis(3-amino-2-methyl-2H-indazol-5-yl)-8-cyclopropylquinolizin-2-one